CN[C@H]1COCC2=CC(=CC=C12)C(F)(F)F (R)-N-methyl-7-(trifluoromethyl)isochroman-4-amine